C(C)(C)(C)NC(=O)NC=1C=CC2=C(OCC(N2[C@@H](C)C2=CC(=CC=C2)C(F)(F)F)=O)C1 (S)-1-(tert-butyl)-3-(3-oxo-4-(1-(3-(trifluoromethyl)phenyl)ethyl)-3,4-dihydro-2H-benzo[b][1,4]oxazin-7-yl)urea